(1,1-dimethylallyloxy)-3-(propargyloxy)-2-propanol dichlorophosphite P(Cl)(Cl)OC(COC(C=C)(C)C)COCC#C